C1(C=CC=C1)[Cr].[P] phosphorus monocyclopentadienyl-chromium